FC=1C(=CC(=NC1)C1=C(C=C2C(NC(N3C2=C1SC[C@H](C3)OC)=O)=O)C(F)(F)F)C (S)-11-(5-fluoro-4-methylpyridin-2-yl)-3-methoxy-10-(trifluoromethyl)-3,4-dihydro-2H,6H-[1,4]thiazepino[2,3,4-ij]quinazoline-6,8(7H)-dione